CN1C(N(C2=C1C=C(C=C2)CC2CCC(CC2)CC(=O)O)C2C(N(C(CC2)=O)C)=O)=O [(1s,4s)-4-[[3-methyl-1-(1-methyl-2,6-dioxopiperidin-3-yl)-2-oxo-1,3-benzodiazol-5-yl]methyl]cyclohexyl]acetic acid